C(#C)C1=CC=C(C=C1)C1=NC(=NC(=N1)C1=CC=C(C=C1)C#C)C1=CC=C(C=C1)C#C 1,3,5-tri(4-ethynylphenyl)-2,4,6-triazine